(4-chlorophenyl)-(pyridine-2-yl)-methyl trichloroacetimidate ClC(C(OC(C1=NC=CC=C1)C1=CC=C(C=C1)Cl)=N)(Cl)Cl